C(CCC)SC1=NN=C(S1)NC(C1=C(C=CC=C1)C(F)(F)F)=O N-(5-(butylsulfanyl)-1,3,4-thiadiazol-2-yl)-2-(trifluoromethyl)benzamide